FC=1C=C(C=NC1)NC=C1C(OC(OC1=O)(C)C)=O 5-{[(5-fluoropyridin-3-yl)amino]methylene}-2,2-dimethyl-1,3-dioxan-4,6-dione